pimelamide C(CCCCCC(=O)N)(=O)N